C1(CCC12CCC2)(C(=O)OCC)C(=O)OCC diethyl spiro[3.3]heptane-1,1-dicarboxylate